tert-butyl N-[[4-[[2-(tert-butoxycarbonylamino)-5-(5-fluoro-2-thienyl)phenyl]carbamoyl]phenyl]-methyl-oxo-sulfanylidene]carbamate C(C)(C)(C)OC(=O)NC1=C(C=C(C=C1)C=1SC(=CC1)F)NC(=O)C1=CC=C(C=C1)S(=NC(OC(C)(C)C)=O)(=O)C